N,N'-bis-(2-hydroxybenzyl)ethylenediamine OC1=C(CNCCNCC2=C(C=CC=C2)O)C=CC=C1